N1(CCCC1)C1=CC=C(C=N1)C\C(\C(\C)=N\NC(NCC)=S)=N/NC(NCC)=S (2E,2'E)-2,2'-(1-(6-(pyrrolidin-1-yl)pyridin-3-yl)butane-2,3-diylidene)bis(N-ethylhydrazine-1-carbothioamide)